N1(CCCC1)CC1=CC=C(C=C1)C1=NN(C(=C1)NC(=O)C=1C=NN2C1N=CC=C2)C2=CC=C(C=C2)C N-(3-(4-(pyrrolidin-1-ylmethyl)phenyl)-1-(p-tolyl)-1H-pyrazol-5-yl)pyrazolo[1,5-a]pyrimidine-3-carboxamide